1-(2-((5-cyclopropyl-4-phenyl-4H-1,2,4-triazol-3-yl)sulfonyl)ethyl)-3-(2-methylcyclohexyl)urea C1(CC1)C=1N(C(=NN1)S(=O)(=O)CCNC(=O)NC1C(CCCC1)C)C1=CC=CC=C1